tert-Butyl 4-(2-(4-(3-(4-cyano-3-(trifluoromethyl)phenyl)-5,5-dimethyl-4-oxo-2-thioxoimidazolidin-1-yl)-2-cyclopropylphenoxy)ethyl)piperazine-1-carboxylate C(#N)C1=C(C=C(C=C1)N1C(N(C(C1=O)(C)C)C1=CC(=C(OCCN2CCN(CC2)C(=O)OC(C)(C)C)C=C1)C1CC1)=S)C(F)(F)F